C(C)S(=O)(=O)C1=C(N=C2N1C=CC(=C2)C2(CC2)C#N)C=2OC1=C(N2)C=C(C=C1)OC(F)(F)F 1-[3-ethylsulfonyl-2-[5-(trifluoromethoxy)-1,3-benzoxazol-2-yl]imidazo[1,2-a]pyridin-7-yl]cyclopropanecarbonitrile